n-ethyl-2-fluoro-1',2',3',6'-tetrahydro-[3,4'-bipyridine]-6-carboxamide C(C)NC(=O)C1=CC=C(C(=N1)F)C=1CCNCC1